3-[tert-butyl-(diphenyl)silyl]oxy-2,2-difluoro-propan-1-ol C(C)(C)(C)[Si](OCC(CO)(F)F)(C1=CC=CC=C1)C1=CC=CC=C1